N1(C=NC=C1)C1=CC(=CC(=N1)C(=O)NC1CCC(CC1)OC)C(F)(F)F 6-(1H-imidazol-1-yl)-N-(4-methoxycyclohexyl)-4-(trifluoromethyl)pyridineamide